tert-Butyl ((1S,3S)-3-((5-(difluoromethoxy)-2-oxo-2H-[1,3'-bipyridin]-6'-yl)amino)cyclopentyl)carbamate tert-Butyl-((1S,3S)-3-((5-iodopyridin-2-yl)amino)cyclopentyl)carbamate C(C)(C)(C)N(C(O)=O)[C@@H]1C[C@H](CC1)NC1=NC=C(C=C1)I.FC(OC=1C=CC(N(C1)C=1C=NC(=CC1)N[C@@H]1C[C@H](CC1)NC(OC(C)(C)C)=O)=O)F